4-chlorophenyl (5R)-3,3-difluoro-5-(4-methyl-2-oxopyrrolidin-1-yl)piperidine-1-carboxylate FC1(CN(C[C@@H](C1)N1C(CC(C1)C)=O)C(=O)OC1=CC=C(C=C1)Cl)F